NC1=C(C=NN1C1=NN=C(N1C)C1=CC=CC=C1)C(=O)N1C[C@@]2(CCC1)C1=C(NC(O2)=O)C=CC(=C1F)Cl (R)-1'-(5-Amino-1-(4-methyl-5-phenyl-4H-1,2,4-triazol-3-yl)-1H-pyrazole-4-carbonyl)-6-chloro-5-fluorospiro[benzo[d][1,3]oxazine-4,3'-piperidin]-2(1H)-one